NC1=C(N=C(C(=N1)C=1C(=NC(=CC1)OCC)C(=O)N)Br)Br (6-amino-3,5-dibromopyrazin-2-yl)-6-ethoxypyridinecarboxamide